FC=1C=C2C=CN(C2=CC1)C(CNC1=C(C#N)C(=CC(=N1)C(F)(F)F)C(F)(F)F)=O 2-((2-(5-fluoro-1H-indol-1-yl)-2-oxoethyl)amino)-4,6-bis(trifluoromethyl)nicotinonitrile